C1(=CC=CC=C1)[C@@H]([C@H](C1=CC=CC=C1)\N=C\C1=C(C=CC=C1)O)\N=C\C1=C(C=CC=C1)O 2,2'-((1E,1'E)-(((1S,2S)-1,2-Diphenylethane-1,2-diyl)bis(azanylylidene))bis(methanylylidene))diphenol